C(=C)OCCC1(OCC1)C 2-(vinyloxyethyl)-2-methyloxetane